C[C@]1(NCCC1)C1=NC2=C(N1)C=CC=C2C(=O)N (R)-2-(2-methylpyrrolidin-2-yl)-1H-benzo[d]imidazole-4-carboxamide